NC=1C(=C(C=C2C=C(N=CC12)NC(=O)[C@H]1[C@H]([C@@H]1C=1C=NN(C1)C)C)C=1C=NC=CC1C)F (1s,2s,3s)-N-(8-amino-7-fluoro-6-(4-methylpyridin-3-yl)isoquinolin-3-yl)-2-methyl-3-(1-methyl-1H-pyrazol-4-yl)cyclopropanecarboxamide